C(C)OCC1(CCN(CC1)CC1=CC=C(C=C1)NC(C)=O)CCC1=CC=C(C=C1)F N-(4-((4-(ethoxymethyl)-4-(4-fluoro-phenethyl)piperidin-1-yl)methyl)phenyl)acetamide